4-butyl-thiomorpholine C(CCC)N1CCSCC1